CC(CNC)(C)NC(OC(C)(C)C)=O tert-Butyl 2-methyl-1-(methylamino)propan-2-ylcarbamate